2-(isoindolin-2-ylmethyl)-5-((6-methoxypyridin-3-yl)methoxy)-4H-pyran-4-one C1N(CC2=CC=CC=C12)CC=1OC=C(C(C1)=O)OCC=1C=NC(=CC1)OC